2-[6-(ethoxycarbonyl)-1-(1H-indol-2-ylmethyl)-5-methyl-2,4-dioxo-1H,2H,3H,4H-thieno[2,3-d]pyrimidin-3-yl]acetic acid C(C)OC(=O)C1=C(C2=C(N(C(N(C2=O)CC(=O)O)=O)CC=2NC3=CC=CC=C3C2)S1)C